methyl (2S)-2-[[(2S)-2-[[(2S)-2-(tert-butoxycarbonylamino)-3,3-dimethyl-butanoyl]-methyl-amino]-3-cyclopropyl-propanoyl]amino]-3-[(3S)-2-oxo-3-piperidyl]propanoate C(C)(C)(C)OC(=O)N[C@H](C(=O)N([C@H](C(=O)N[C@H](C(=O)OC)C[C@H]1C(NCCC1)=O)CC1CC1)C)C(C)(C)C